6-chloro-4-(methyl-d3)pyridin-2-amine ClC1=CC(=CC(=N1)N)C([2H])([2H])[2H]